CC=1N=CC(=NC1)[C@@H](C)NC(C1=CC(=CC(=C1)OC[C@@H]1COCC1)C=1SC(=CN1)C(C)C)=O N-[(1R)-1-(5-methylpyrazin-2-yl)ethyl]-3-[5-(propan-2-yl)-1,3-thiazol-2-yl]-5-[(3S)-tetrahydrofuran-3-ylmethoxy]benzamide